N-(methylsulfonyl)-3-nitrobenzamide CS(=O)(=O)NC(C1=CC(=CC=C1)[N+](=O)[O-])=O